N-(7,8-dimethoxy-2,3-dihydroimidazo[1,2-c]quinazolin-5-yl)-nicotinamide COC1=C(C=CC=2C=3N(C(=NC12)NC(C1=CN=CC=C1)=O)CCN3)OC